FC=1C(=C2C(C(=O)NC2=O)=CC1)F Difluorophthalimide